2,7-di-tert-butyl-N-phenylspiro[fluorene-9,6'-indeno[2,1-b]benzofuran]-8'-amine C(C)(C)(C)C1=CC2=C(C=C1)C1=CC=C(C=C1C21C2=CC(=CC=C2C2=C1OC1=C2C=CC=C1)NC1=CC=CC=C1)C(C)(C)C